C1(CC1)C1=NNC(=N1)C1CC2(CN(C2)C(=O)N2CC3(C2)CC(C3)OC3=NC=CC(=C3)C(F)(F)F)C1 [6-(3-cyclopropyl-1H-1,2,4-triazol-5-yl)-2-azaspiro[3.3]heptan-2-yl]-[6-[[4-(trifluoromethyl)-2-pyridyl]oxy]-2-azaspiro[3.3]heptan-2-yl]methanone